ClC1=NC(=CC(=C1)C(CN[C@H](CO)C)O)Cl (2S)-2-((2-(2,6-dichloropyridin-4-yl)-2-hydroxyethyl)amino)propan-1-ol